5-bromo-3-(ethylsulfonyl)-2-[4-ethyl-6-(trifluoromethyl)pyrrolo[3,2-b]pyridin-2-yl]pyridine BrC=1C=C(C(=NC1)C=1C=C2N(C=C(C=C2N1)C(F)(F)F)CC)S(=O)(=O)CC